3-(cyclopentyloxy)benzohydrazide C1(CCCC1)OC=1C=C(C(=O)NN)C=CC1